tert-butyl ((5-(2-chloro-3-fluoropyridin-4-yl)-2-cyclopropyl-2H-1,2,3-triazol-4-yl)methyl)(methyl)carbamate ClC1=NC=CC(=C1F)C=1C(=NN(N1)C1CC1)CN(C(OC(C)(C)C)=O)C